2-amino-2-hydroxymethyl-1,3-propanediol ammonium [NH4+].NC(CO)(CO)CO